FC=1C=NOC1C1=CC=C(C=C1)F 4-fluoro-5-(4-fluoro-phenyl)-isoxazole